CO[C@H](CC=1OC=C(N1)C(=O)O)\C=C\C#C\C=C/C[C@@H](C([C@H](\C=C\C)OCOC)(C)C)O[Si](CC)(CC)CC 2-((2R,3E,7Z,10S,12S,13E)-2-methoxy-12-(methoxymethoxy)-11,11-di-methyl-10-((triethylsilyl)oxy)pentadeca-3,7,13-trien-5-yn-1-yl)oxazole-4-carboxylic acid